methyl (S,E)-(7-amino-1,7-dioxo-1-((2-oxo-1-((4-(3,3,3-trifluoro-2-(trifluoromethyl)propyl)-1H-benzo[d]imidazol-2-yl)methyl)-1,2-dihydropyridin-3-yl)amino)hept-5-en-2-yl)carbamate NC(/C=C/CC[C@@H](C(NC=1C(N(C=CC1)CC1=NC2=C(N1)C=CC=C2CC(C(F)(F)F)C(F)(F)F)=O)=O)NC(OC)=O)=O